O=C1NC(CCC1N1C(C2=CC=CC(=C2C1=O)F)=O)=O 2-(2,6-dioxo-piperidin-3-yl)-4-fluoroisoindole-1,3-dione